4,11,16,21,24-pentaoxo-3,10,15,20,23-pentaazanonacosan-29-oate O=C(NCC)CCCCCNC(CCCNC(CCCNC(CNC(CCCCC(=O)[O-])=O)=O)=O)=O